2,2,4,12-tetramethyl-1,7,9,15-tetraoxa-4,12-diaza-8-stannaspiro[7.7]pentadecane CC1(O[Sn]2(OCCN(C1)C)OCCN(CCO2)C)C